sodium palmitoyl-threonine C(CCCCCCCCCCCCCCC)(=O)N[C@@H]([C@H](O)C)C(=O)O.[Na]